(E)-3-(2,4-dihydroxyphenyl)-N-[3-[(E)-3-(thiophen-2-yl)acrylamido]propyl]acrylamide OC1=C(C=CC(=C1)O)/C=C/C(=O)NCCCNC(\C=C\C=1SC=CC1)=O